1-(4-(4-(3-oxa-8-azabicyclo[3.2.1]octan-8-yl)-6-morpholino-1,3,5-triazin-2-yl)phenyl)-3-(3-methyl-1-oxo-1,3-dihydroisobenzofuran-5-yl)urea C12COCC(CC1)N2C2=NC(=NC(=N2)N2CCOCC2)C2=CC=C(C=C2)NC(=O)NC=2C=C1C(OC(C1=CC2)=O)C